(4-BROMO-2-FORMYL-6-METHOXYPHENOXY)ACETIC ACID BrC1=CC(=C(OCC(=O)O)C(=C1)OC)C=O